BrC=1C=C(C=CC1S(=O)(=O)C)S(=O)(=O)C1=CC=C(S1)CNC(OC(C)(C)C)=O tert-butyl ((5-((3-bromo-4-(methylsulfonyl) phenyl)sulfonyl)thiophen-2-yl)methyl)carbamate